C(C)(C)(C)OC(=O)NC(C(=O)N1CCN(CC1)C(=O)NC1=NC(N(C=C1)C1=CC=C(CNC2CC(C(CC2)NC(OC(C)(C)C)=O)C)C=C1)=O)(C)C tert-butyl (4-((4-(4-(4-(2-((tert-butoxycarbonyl)amino)-2-methylpropanoyl)piperazine-1-carboxamido)-2-oxopyrimidin-1(2H)-yl)benzyl)amino)-2-methylcyclohexyl)carbamate